C(CCCCCCCCCCC)N(CCS(=O)(=O)[O-])C.[Na+] sodium N-lauryl-N-methyltaurate